NC1(CCN(CC1)C1=NC(=C2C(=N1)NN=C2C2=C(C(=CC=C2)Cl)Cl)C#N)C=2C=NC=CC2 6-(4-Amino-4-(pyridin-3-yl)piperidin-1-yl)-3-(2,3-dichlorophenyl)-1H-pyrazolo[3,4-d]pyrimidine-4-carbonitrile